C(C1=CC=CC=C1)N(CCC(=O)OCC)SN(C(=O)ONCCSC)C ethyl (Z)-N-benzyl-N-([methyl (methyl-thioethylaminoxy-carbonyl) amino] thio)-beta-aminopropionate